FC1=C(C(=O)OC)C=CN=C1C1=CC=C(C=C1)F methyl 3-fluoro-2-(4-fluorophenyl)isonicotinate